The molecule is an L-cysteine derivative that is the amide obtained by formal condensation of the carboxy groups of L-cystine with the amino groups from two molecules of 2-naphthylamine. It has a role as a chromogenic compound. It is a N-(2-naphthyl)carboxamide, a L-cysteine derivative, an amino acid amide, an organic disulfide and a dicarboxylic acid diamide. It derives from a L-cystine. C1=CC=C2C=C(C=CC2=C1)NC(=O)[C@H](CSSC[C@@H](C(=O)NC3=CC4=CC=CC=C4C=C3)N)N